monoorotate hemihydrate O.C(C1=CC(=O)NC(=O)N1)(=O)O.C(C1=CC(=O)NC(=O)N1)(=O)O